NCC1(C2CCN(CC12)C1=C(N=C2C(=N1)NN=C2C2=CC=CC=C2)CO)C2=CC(=CC=C2)F [6-[7-(aminomethyl)-7-(3-fluorophenyl)-3-azabicyclo[4.1.0]heptan-3-yl]-3-phenyl-1H-pyrazolo[3,4-b]pyrazin-5-yl]methanol